3-(2,4-dimethyl-1H-imidazole-1-yl)-5-(trifluoromethyl)aniline CC=1N(C=C(N1)C)C=1C=C(N)C=C(C1)C(F)(F)F